7-amino-N-((1R)-1-(5-fluoro-2-pyrimidinyl)ethyl)-6-methyl-N-((5-(trifluoromethyl)-2-pyridinyl)methyl)-1,8-naphthyridine-3-carboxamide NC1=C(C=C2C=C(C=NC2=N1)C(=O)N(CC1=NC=C(C=C1)C(F)(F)F)[C@H](C)C1=NC=C(C=N1)F)C